1-(4-bromophenyl)-2-diazo-ethanone BrC1=CC=C(C=C1)C(C=[N+]=[N-])=O